O(C1=CC=CC=C1)B1OB(OB(O1)OC1=CC=CC=C1)OC1=CC=CC=C1 Triphenoxyboroxine